COC1=C(C=CC(=C1)OC)CNC1=NC=CC(=C1F)CC#N 2-[2-[(2,4-dimethoxyphenyl)methylamino]-3-fluoro-4-pyridyl]acetonitrile